CC(C)S(=O)(=O)C1=CC=C(C=C1)N1CCCCC1 1-[4-(propane-2-sulfonyl)phenyl]piperidin